CC(C(=O)O)(C)C.C(C)(C)(CCC)OOC(C)(C)CCC tert-hexyl peroxide Trimethyl-acetate